FC1=C2C(=CNC2=CC=C1F)C(C(=O)N(C)CC)=O 2-(4,5-difluoro-1H-indol-3-yl)-N-ethyl-N-methyl-2-oxoacetamide